6-bromobenzo[d][1,3]thiazol-2-amine BrC1=CC2=C(N=C(S2)N)C=C1